C(#N)C=1C=CC(=NC1)N1CCN(CC1)CCC(=O)N(C1CCC=2C1=NNC(C2C(F)(F)F)=O)C 3-(4-(5-cyanopyridin-2-yl)piperazin-1-yl)-N-methyl-N-(3-oxo-4-(trifluoromethyl)-3,5,6,7-tetrahydro-2H-cyclopenta[c]pyridazin-7-yl)propanamide